7-amino-8-(3-methoxy-2-methyl-phenyl)pyrido[2,3-b]pyrazine-6-carboxamide NC1=C(C=2C(=NC=CN2)N=C1C(=O)N)C1=C(C(=CC=C1)OC)C